(2S)-2-(benzyloxycarbonylamino)-2-(1-tert-butoxycarbonyl-4-piperidinyl)acetic acid C(C1=CC=CC=C1)OC(=O)N[C@H](C(=O)O)C1CCN(CC1)C(=O)OC(C)(C)C